4-((2s,5r)-4-(1-(3-cyclopropyl-1,2,4-oxadiazol-5-yl)ethyl)-2,5-diethylpiperazin-1-yl)-1-methyl-2-oxo-1,2-dihydropyrido[3,2-d]pyrimidine-6-carbonitrile C1(CC1)C1=NOC(=N1)C(C)N1C[C@@H](N(C[C@H]1CC)C=1C2=C(N(C(N1)=O)C)C=CC(=N2)C#N)CC